N1CC2=C3C(C(=CC=C13)S(=O)(=O)N)=CC=C2 dihydro-benzo[cd]indole-6-sulfonamide